(S)-5-Chloro-N-(1-((3,4-difluorophenyl)amino)-3-methyl-1-oxobutan-2-yl)-2-hydroxybenzamide ClC=1C=CC(=C(C(=O)N[C@H](C(=O)NC2=CC(=C(C=C2)F)F)C(C)C)C1)O